OC1=CC=C(C2=CC=CC=C12)NC(\C=C\C(=O)O)=O N-(4-hydroxy-naphthyl)fumaric acid amide